6-O-acetyl-4-O-benzyl-3-O-benzoyl-alpha-D-glucopyranosyl-(1->3) 6-O-acetyl-2,4-di-O-benzyl-alpha-D-glucopyranoside C(C)(=O)OC[C@@H]1[C@H]([C@@H]([C@H]([C@@H](O[C@@H]2[C@H](O)[C@@H](OC(C3=CC=CC=C3)=O)[C@H](OCC3=CC=CC=C3)[C@H](O2)COC(C)=O)O1)OCC1=CC=CC=C1)O)OCC1=CC=CC=C1